tert-butyl (S)-3-((7-cyano-5-(ethylamino)-2,6-naphthyridin-3-yl)amino)piperidine-1-carboxylate C(#N)C1=NC(=C2C=C(N=CC2=C1)N[C@@H]1CN(CCC1)C(=O)OC(C)(C)C)NCC